tert-butyl (3S)-4-[3-(6-fluoro-4-oxo-3H-quinazolin-2-yl)propanoyl]-3-methyl-piperazine-1-carboxylate FC=1C=C2C(NC(=NC2=CC1)CCC(=O)N1[C@H](CN(CC1)C(=O)OC(C)(C)C)C)=O